ClC1=C(C=C2C=C(N=CC2=C1)NC(=O)C1C(CC1)COC)N1CCN(CC1)[C@@]1(COC[C@@H]1O)C N-(7-chloro-6-(4-((3R,4R)-4-hydroxy-3-methyltetrahydrofuran-3-yl)piperazin-1-yl)isoquinolin-3-yl)-2-(methoxymethyl)cyclobutane-1-carboxamide